2-(4-(((2S,3R,4S,5S,6R)-6-((4-azidobutoxy)methyl)-3,4,5-trihydroxytetrahydro-2H-pyran-2-yl)oxy)phenyl)ethan-1-aminium trifluoroacetate FC(C(=O)[O-])(F)F.N(=[N+]=[N-])CCCCOC[C@@H]1[C@H]([C@@H]([C@H]([C@@H](O1)OC1=CC=C(C=C1)CC[NH3+])O)O)O